N(=[N+]=[N-])CC=1N=C2N(C=C(C=C2C(F)(F)F)C2CC2)C1 2-(azidomethyl)-6-cyclopropyl-8-(trifluoromethyl)imidazo[1,2-a]pyridine